1-(4-hydroxy-3-methylphenyl)ethan-1-one OC1=C(C=C(C=C1)C(C)=O)C